CNC1=C(C=CC=C1)NC N,N'-dimethyl-o-phenylenediamine